rel-2-carbamoyl-4-((2R,3S,4S,5R)-3-(3,4-difluoro-2-methoxyphenyl)-4,5-dimethyl-5-(trifluoromethyl)tetrahydrofuran-2-carboxamido)-1-methylpyridine-1-ium iodide [I-].C(N)(=O)C1=[N+](C=CC(=C1)NC(=O)[C@@H]1O[C@]([C@H]([C@H]1C1=C(C(=C(C=C1)F)F)OC)C)(C(F)(F)F)C)C |o1:13,15,16,17|